1,1'-dibromoferrocene Br[C-]1C=CC=C1.[C-]1(C=CC=C1)Br.[Fe+2]